C[C@H]1N2N=CC(C3=NNC=4C=CC(O[C@@H](CCOCC1)C)=CC34)=N2 (6R,12R)-6,12-dimethyl-9,13-dioxa-4,5,18,19,22-pentaazatetracyclo[12.5.2.12,5.017,20]docosa-1(19),2(22),3,14(21),15,17(20)-hexaene